(S)-2-(1-isopropyl-7-methyl-4-oxo-1,4-dihydro-5H-pyrazolo[3,4-d]pyridazin-5-yl)-N-(1-(p-tolyl)ethyl)acetamide C(C)(C)N1N=CC2=C1C(=NN(C2=O)CC(=O)N[C@@H](C)C2=CC=C(C=C2)C)C